C(#N)C1=C(C2=C(N(C(N(C2=O)C(C(=O)OC(C)(C)C)(C)C)=O)CC(OC2CCOCC2)C2=C(C=CC(=C2)F)OCC)S1)C tert-butyl 2-(6-cyano-1-(2-(2-ethoxy-5-fluorophenyl)-2-((tetrahydro-2H-pyran-4-yl) oxy) ethyl)-5-methyl-2,4-dioxo-1,2-dihydrothieno[2,3-d]pyrimidin-3(4H)-yl)-2-methylpropionate